CC(CO)C(C)(O)C 2,3-dimethylbutane-1,3-diol